7-(Difluoro-methoxy)-9-fluoro-8-(6-fluoro-1-methylsulfonyl-1H-indol-4-yl)-1,4,4-trimethyl-5H-[1,2,4]triazolo[4,3-a]quinoxaline FC(OC=1C=C2NC(C=3N(C2=C(C1C1=C2C=CN(C2=CC(=C1)F)S(=O)(=O)C)F)C(=NN3)C)(C)C)F